COC1=C(CN2N=C3N=C(C=C(C3=C2)CI)N2[C@@H](COCC2)C)C=CC(=C1)OC (R)-4-(2-(2,4-dimethoxybenzyl)-4-(iodomethyl)-2H-pyrazolo[3,4-b]pyridin-6-yl)-3-methylmorpholine